C(=C)N1C(CCC1CCC)=O N-vinyl-5-propylpyrrolidone